6-(1-(3-(1H-pyrazol-1-yl)propanoyl)-1,2,5,6-tetrahydropyridin-3-yl)-7-fluoro-N,N-dimethyl-4-(4-(piperidin-4-yl)phenyl)-1H-indole-2-carboxamide N1(N=CC=C1)CCC(=O)N1CC(=CCC1)C1=CC(=C2C=C(NC2=C1F)C(=O)N(C)C)C1=CC=C(C=C1)C1CCNCC1